[Br-].[N+](=O)([O-])C1=C(C=CC(=C1)[N+](=O)[O-])N1CC=CC=C1 N-(2,4-dinitrophenyl)pyridine bromide